BrC1=C(C(=C(C(=N1)NCC1=CC=C(C=C1)OC)F)C)C(F)(F)F 6-bromo-3-fluoro-N-(4-methoxybenzyl)-4-methyl-5-(trifluoromethyl)pyridin-2-amine